FC(I1OC(C2=C1C=CC=C2)=O)(F)F 1-(trifluoromethyl)-1lambda3,2-benziodaoxol-3-one